N-(2-bromoethyl)-N,N-dimethyl-2,3-bis(9-octadecenyloxy)-propanaminium bromide [Br-].BrCC[N+](CC(COCCCCCCCCC=CCCCCCCCC)OCCCCCCCCC=CCCCCCCCC)(C)C